C12C=CC(C(C1)C[SiH](Cl)Cl)C2 (5-bicyclo[2.2.1]hept-2-enyl)methyldichlorosilane